N1=CC(=CC=C1)CN1C=CC2=CC(=CC=C12)N 1-(Pyridin-3-ylmethyl)-1H-indol-5-amine